(5-(5-bromo-6-methylbenzo[d]oxazol-2-yl)-8-(methylamino)-2,7-naphthyridin-3-yl)cyclopropanecarboxamide Hydroxyethyl-methacrylat OCCOC(C(=C)C)=O.BrC=1C(=CC2=C(N=C(O2)C2=C3C=C(N=CC3=C(N=C2)NC)C2(CC2)C(=O)N)C1)C